(8-quinolyl)carboxamide N1=CC=CC2=CC=CC(=C12)C(=O)N